CN(C=CCCCCCCCCCCCCCCCC)C dimethyl-(octadecenyl)amine